N-(tert-butyl)-5-(3-(4-fluoro-1H-pyrazol-3-yl)-1H-pyrrol-2-yl)-1H-indole-4-carboxamide C(C)(C)(C)NC(=O)C=1C=2C=CNC2C=CC1C=1NC=CC1C1=NNC=C1F